FC1=CC=C2C=C(NC2=C1)C#N 6-fluoro-1H-indol-2-carbonitril